methyl-N,N-bis(2-hydroxyethyl)-N-(3'-dodecyloxy-2'-hydroxypropyl)methylammonium sulfate S(=O)(=O)([O-])[O-].CC[N+](CC(COCCCCCCCCCCCC)O)(CCO)CCO.CC[N+](CCO)(CCO)CC(COCCCCCCCCCCCC)O